N[C@@H]1CCN(CC2=C1C=CC(=C2)Br)C(=O)OC(C)(C)C tert-butyl (5R)-5-amino-8-bromo-1,3,4,5-tetrahydro-2-benzazepine-2-carboxylate